NC1=NC=NN2C1=C(C=C2C=2C=CC(=C(C(=O)N[C@@H]1CN(C[C@@H]1F)C(C(C)(C)F)=O)C2)OC)C(F)(F)F 5-[4-amino-5-(trifluoromethyl)pyrrolo[2,1-f][1,2,4]triazin-7-yl]-N-[(3R,4S)-4-fluoro-1-(2-fluoro-2-methylpropanoyl)pyrrolidin-3-yl]-2-methoxybenzamide